N[C@H]1CS(C2=C(N(C1=O)CC1=CC=C(C=C1)C1(COC1)O)C=C(C(=C2)F)C=2OC(=NN2)C(C)(C)C)(=O)=O (3R)-3-amino-7-(5-tert-butyl-1,3,4-oxadiazol-2-yl)-8-fluoro-5-[[4-(3-hydroxyoxetan-3-yl)phenyl]methyl]-1,1-dioxo-2,3-dihydro-1λ6,5-benzothiazepin-4-one